1-(2-(6-methoxypyrazolo[1,5-a]pyridine-3-carbonyl)-2-azaspiro[3.3]heptan-6-yl)-1-methyl-3-(5-(trifluoromethyl)pyridin-3-yl)urea COC=1C=CC=2N(C1)N=CC2C(=O)N2CC1(C2)CC(C1)N(C(=O)NC=1C=NC=C(C1)C(F)(F)F)C